4-[(2-hydroxytetradecyl)oxy]phenyl-iodonium hexafluoroantimonate F[Sb-](F)(F)(F)(F)F.OC(COC1=CC=C(C=C1)[IH+])CCCCCCCCCCCC